C1(=CC=CC=C1)[C@@H](C)NC1=NC=NC2=CC=C(C=C12)C=1C=C(C=NC1)C(=O)OC methyl 5-[4-[[(1R)-1-phenylethyl]amino]quinazolin-6-yl]pyridine-3-carboxylate